C(C)C(CC1CCC(CC1)=O)O 4-(2-ethyl-hydroxyethyl)cyclohexanone